CC(C=O)(CC1=CC=C(C=C1)C(F)(F)F)C 2,2-dimethyl-3-(4-(trifluoromethyl)phenyl)propanal